bis-(2-(triethoxysilyl) propyl) tetrasulfide C(C)O[Si](C(CSSSSCC(C)[Si](OCC)(OCC)OCC)C)(OCC)OCC